4-((17-amino-3,6,9,12,15-pentaoxaheptadecyl)sulfinyl)-1-oxoisoindolin NCCOCCOCCOCCOCCOCCS(=O)C1=C2CNC(C2=CC=C1)=O